methyl (R)-4-(3-fluoro-2-((R)-1-fluoroethyl)phenyl)-2-(fluoromethyl)-5-oxo-4,5,6,7-tetrahydro-1H-cyclopenta[b]pyridine-3-carboxylate FC=1C(=C(C=CC1)[C@@H]1C2=C(NC(=C1C(=O)OC)CF)CCC2=O)[C@@H](C)F